methyl 4-(4-cyano-3,3-dimethylbut-1-yn-1-yl)-6-methylpicolinate C(#N)CC(C#CC1=CC(=NC(=C1)C)C(=O)OC)(C)C